[Zn].[Pb].[Si] silicon lead-zinc